CC(CNC1C(CCCC1)N)(CC)C N-(2,2-dimethylbutyl)cyclohexane-1,2-diamine